C1(=CC=CC=C1)N1N=NN=C1S(=O)(=O)CC[C@](CCC(=C(F)F)F)(O[Si](C)(C)C)C 1-phenyl-5-({(3S)-6,7,7-trifluoro-3-methyl-3-[(trimethylsilyl)oxy]-6-hepten-1-yl}sulfonyl)-1H-tetrazole